OC1=C(CCNC(=O)N2C(CCCC2)C(=O)N)C=CC(=C1O)O N1-(2,3,4-trihydroxyphenethyl)piperidine-1,2-dicarboxamide